COC1=C2C=C(C(N(C2=CC(=C1)C1CCNCC1)C)=O)C 5-methoxy-1,3-dimethyl-7-(piperidin-4-yl)quinolin-2(1H)-one